(4R,5S,6R)-4,5,6-tris(benzyloxy)-3-((benzyloxy)methyl)cyclohex-2-en-1-one C(C1=CC=CC=C1)O[C@@H]1C(=CC([C@@H]([C@H]1OCC1=CC=CC=C1)OCC1=CC=CC=C1)=O)COCC1=CC=CC=C1